(R)-7-(1-methylpiperidin-4-yl)-2-(2-phenylquinolin-7-yl)-4,5,6,7-tetrahydropyrazolo[1,5-a]pyrimidine-3-carboxamide CN1CCC(CC1)[C@H]1CCNC=2N1N=C(C2C(=O)N)C2=CC=C1C=CC(=NC1=C2)C2=CC=CC=C2